C(C)(=O)C1=C(C2=C(N=C(N=C2)NC2=NC=C(C=C2)N2CCNCC2)N(C1=O)C1CCCC1)C 6-acetyl-8-cyclopentyl-5-methyl-2-[(5-piperazin-1-yl-2-pyridyl)-amino]pyrido[2,3-d]pyrimidin-7-one